CC1NCCC2=C1C=NN2 4-methyl-4,5,6,7-tetrahydropyrazolo[4,3-c]pyridine